2-(1-(2-chloro-5-(1-(tetrahydro-2H-pyran-4-yl)-1H-pyrazol-4-yl)pyridin-4-yl)piperidin-4-yl)-2-methylpropan-1-ol ClC1=NC=C(C(=C1)N1CCC(CC1)C(CO)(C)C)C=1C=NN(C1)C1CCOCC1